ClC=1N=CC2=C(N1)C(=NN2C)C=2CCOCC2 5-chloro-3-(3,6-dihydro-2H-pyran-4-yl)-1-methylpyrazolo[4,3-d]pyrimidine